methyl 3-[({imidazo[1,2-a]pyridin-3-yl}formamido)methyl]-4-(propan-2-yl)benzoate N=1C=C(N2C1C=CC=C2)C(=O)NCC=2C=C(C(=O)OC)C=CC2C(C)C